(S)-2-(5-isopropyl-2-methoxyphenyl)-2-((R)-3-(methyl(5-(5,6,7,8-tetrahydro-1,8-naphthyridin-2-yl)pentyl)amino)pyrrolidin-1-yl)acetic acid C(C)(C)C=1C=CC(=C(C1)[C@@H](C(=O)O)N1C[C@@H](CC1)N(CCCCCC1=NC=2NCCCC2C=C1)C)OC